FC1=C(C=C(C=C1)OC)C1=C(C=C(C=C1)COC1OCCCC1)CC(CN)(C)C 3-(2'-fluoro-5'-methoxy-4-(((tetrahydro-2H-pyran-2-yl)oxy)methyl)-[1,1'-biphenyl]-2-yl)-2,2-dimethyl-propan-1-amine